3-bromo-7-fluorodibenzo[b,f][1,4]Oxazepin-11(10H)-one BrC1=CC2=C(C(NC3=C(O2)C=C(C=C3)F)=O)C=C1